C1(CC1)C=1C=CC(=NC1OC)C1=CC=C(C=C1)CN (4-(5-cyclopropyl-6-methoxypyridin-2-yl)phenyl)methanamine